(5-((2,3-dichlorophenyl)thio)-6-iodopyrazin-2-yl)-4-methylpiperidin-4-amine ClC1=C(C=CC=C1Cl)SC=1N=CC(=NC1I)N1CCC(CC1)(N)C